1-bromo-4-fluoro-2-prop-2-yloxybenzene BrC1=C(C=C(C=C1)F)OC(C)C